C(C)(C)(CC)N=[Ta](N(CC)C)(N(CC)C)N(C)CC tert-amyl-iminotri(Ethylmethylamino)tantalum